(S)-2-(5-((dimethylamino)methyl)-3-fluoro-2-methoxyphenyl)-2-((R)-3-((5-(5,6,7,8-tetrahydro-1,8-naphthyridin-2-yl)pentyl)oxy)pyrrolidin-1-yl)acetic acid CN(C)CC=1C=C(C(=C(C1)[C@@H](C(=O)O)N1C[C@@H](CC1)OCCCCCC1=NC=2NCCCC2C=C1)OC)F